methylene(cyclopentadienyl)(2,7-dimethyl-3,6-ditert-butylfluorenyl)zirconium dichloride [Cl-].[Cl-].C=[Zr+2](C1=C(C(=CC=2C3=CC(=C(C=C3CC12)C)C(C)(C)C)C(C)(C)C)C)C1C=CC=C1